N1C(C=NC(C2=C1C=CC=C2)=O)=O 1,4-BENZODIAZEPIN-2,5-DION